6-((methyl-d3)carbamoyl)-1-oxo-1,3-dihydrospiro[indene-2,4'-piperidine]-1'-carboxylic acid tert-butyl ester C(C)(C)(C)OC(=O)N1CCC2(CC1)C(C1=CC(=CC=C1C2)C(NC([2H])([2H])[2H])=O)=O